sodium sulfate (3,9-diethyltridecane-6-sulfonate) C(C)C(CC)CCC(CCC(CCCC)CC)S(=O)(=O)[O-].S(=O)(=O)(O)O.[Na+]